C(C)C1=CC=C(C=C1)C=1C(=C(C=O)C=CC1C)O 3-(4-ethyl-phenyl)-2-hydroxy-4-methyl-benzaldehyde